C(C)(C)(C)OC(=O)N1C[C@@H]2COC3=C(CN2CC1)C(=CC(=C3F)Br)OCCN(C)C (12aR)-9-bromo-7-[2-(dimethylamino)ethoxy]-10-fluoro-3,4,12,12a-tetrahydro-6H-pyrazino[2,1-c][1,4]benzooxazepine-2(1H)-carboxylic acid tert-butyl ester